N-methyl-N-[(2S)-2-methylpiperidin-4-yl]-2-(1-phenyl-1H-pyrazol-4-yl)-1,3-thiazole-4-carboxamide CN(C(=O)C=1N=C(SC1)C=1C=NN(C1)C1=CC=CC=C1)C1C[C@@H](NCC1)C